2-(3-pyrimidin-5-yl-1H-pyrrolo[2,3-b]pyridin-4-yl)-2,8-diazaspiro[4.5]decane N1=CN=CC(=C1)C1=CNC2=NC=CC(=C21)N2CC1(CC2)CCNCC1